1,2-bis(2-amino-5-methylphenoxy)ethane NC1=C(OCCOC2=C(C=CC(=C2)C)N)C=C(C=C1)C